N-(3-methyl-4-((6-methyl-[1,2,4]triazolo[1,5-a]pyridin-7-yl)oxy)phenyl)-6-(methyl-sulfinyl)pyrimido[5,4-d]pyrimidin-4-amine CC=1C=C(C=CC1OC1=CC=2N(C=C1C)N=CN2)NC=2C1=C(N=CN2)C=NC(=N1)S(=O)C